1,3-bis[(2-propoxycyclohexan-1-yl)methyl]imidazolium C(CC)OC1C(CCCC1)CN1C=[N+](C=C1)CC1C(CCCC1)OCCC